ClC=1C=C(C=2N(N1)C=CN2)[C@@H]2[C@H](C2)C2=CC=C(C=C2)OC(F)(F)F 6-chloro-8-((1S,2S)-2-(4-(trifluoromethoxy)phenyl)cyclopropyl)imidazo[1,2-b]pyridazine